N-(3-(1H-1,2,4-triazol-1-yl)propyl)-2'-nitro-N-phenylbiphenyl-4-amine N1(N=CN=C1)CCCN(C1=CC=C(C=C1)C1=C(C=CC=C1)[N+](=O)[O-])C1=CC=CC=C1